N-[3-[cyclopropyl(difluoro)methyl]phenyl]-2-[4-(difluoromethoxy)-3-(2,6-dimethylphenyl)phenyl]-5-methyl-3-oxido-1H-imidazol-3-ium-4-carboxamide C1(CC1)C(C=1C=C(C=CC1)NC(=O)C=1[N+](=C(NC1C)C1=CC(=C(C=C1)OC(F)F)C1=C(C=CC=C1C)C)[O-])(F)F